N,N-diethyl-N'-(4-fluorophenyl)-6-(2,2,3,3-tetrafluoropropoxy)-1,3,5-triazine-2,4-diamine C(C)N(C1=NC(=NC(=N1)NC1=CC=C(C=C1)F)OCC(C(F)F)(F)F)CC